C1(CCCC1)N1C(=NN=C1)C=1C=C(C=NC1)NC(=O)C1=NC2=C(N1)C=CC=C2 N-(5-(4-cyclopentyl-4H-1,2,4-triazol-3-yl)pyridin-3-yl)-1H-benzo[d]imidazole-2-carboxamide